N[C@@H]1CN(CC[C@H]1C=1C=C(C=CC1)C)C(=O)C=1C=2N(C=CC1)C=NC2 ((3S,4S)-3-amino-4-(m-tolyl)piperidin-1-yl)(imidazo[1,5-a]pyridin-8-yl)methanone